FC(COC1=C(C(=CC=C1)[N+](=O)[O-])S)F (2',2'-difluoroethoxy)-6-nitrothiophenol